dibenzo[B,D]thiophene-4-boronic acid pinacol ester C1=CC=C(C=2SC3=C(C21)C=CC=C3)B3OC(C)(C)C(C)(C)O3